NC1=C(C=CC=C1Br)C(O)C1=C(C=CC=C1)Cl (2-amino-3-bromophenyl)(2-chlorophenyl)methanol